BrC1=CC2=C(C3=C(N2C=2SC=CC2)C=CS3)S1 2-bromo-4-(thiophen-2-yl)-4H-dithieno[3,2-B:2',3'-d]pyrrole